CC1=CC=C(SCC=2SC=C(N2)CN(C(=O)C=2SC=CC2)CC(C)C)C=C1 2-(p-methylthiophenoxymethyl)-4-(N-isobutyl-N-2-thiophenecarbonyl-aminomethyl)-thiazole